ethyl 2,5-bis(benzyloxy)-4-(chloromethyl)benzoate C(C1=CC=CC=C1)OC1=C(C(=O)OCC)C=C(C(=C1)CCl)OCC1=CC=CC=C1